tert-Butyl 4-(3-amino-8-chloroisoquinolin-6-yl)-1H,2H,3H-pyrrolo[2,3-c]pyridine-1-carboxylate NC=1N=CC2=C(C=C(C=C2C1)C1=C2C(=CN=C1)N(CC2)C(=O)OC(C)(C)C)Cl